2-(bromomethyl)-3-fluorobenzoic acid ethyl ester C(C)OC(C1=C(C(=CC=C1)F)CBr)=O